(2-chloro-4-phenoxyphenyl)(4-((1-(pyrrolidin-3-ylmethyl)piperidin-4-yl)amino)-7H-pyrrolo[2,3-d]pyrimidin-5-yl)methanone ClC1=C(C=CC(=C1)OC1=CC=CC=C1)C(=O)C1=CNC=2N=CN=C(C21)NC2CCN(CC2)CC2CNCC2